N-{4-[7-methoxy-3-(pyridin-2-yl)-1-{[2-(triethylsilyl)ethoxy]ethyl}-1H-pyrrolo[3,2-b]pyridin-2-yl]pyridin-2-yl}acetamide COC1=C2C(=NC=C1)C(=C(N2CCOCC[Si](CC)(CC)CC)C2=CC(=NC=C2)NC(C)=O)C2=NC=CC=C2